ClC1=C(OC2=NC=CC3=CC(=CC(=C23)OC(C(F)(F)F)C)N2N=C(N(C2=O)CC)CO)C(=CC=C1)F 2-(1-(2-Chloro-6-fluorophenoxy)-8-((1,1,1-trifluoropropan-2-yl)oxy)isoquinolin-6-yl)-4-ethyl-5-(hydroxymethyl)-2,4-dihydro-3H-1,2,4-triazol-3-one